N-[(1S)-1-carboxy-2-hydroxyethyl]-3-hydroxyaspartic acid C(=O)(O)[C@H](CO)N[C@@H](C(C(=O)O)O)C(=O)O